N-hydroxy-2-(4-propylphenyl)acetimidamide ONC(CC1=CC=C(C=C1)CCC)=N